2-methoxy-5-(2-((2R,5S)-5-methyl-2-(2-(2-(pyrrolidin-1-yl)propyl)benzo[d]thiazol-5-yl)piperidin-1-yl)-2-oxoacetamido)nicotinamide COC1=C(C(=O)N)C=C(C=N1)NC(C(=O)N1[C@H](CC[C@@H](C1)C)C=1C=CC2=C(N=C(S2)CC(C)N2CCCC2)C1)=O